3-chloro-6-(1-methyl-1H-pyrazol-4-yl)pyrazolo[1,5-a]pyridine ClC=1C=NN2C1C=CC(=C2)C=2C=NN(C2)C